C(#N)C1=CN=C2N1C(=CC(=C2)C=2N=NN(C2C)C2CCN(CC2)C(=O)OC(C)(C)C)OC tert-Butyl 4-(4-[3-cyano-5-methoxyimidazo[1,2-a]pyridin-7-yl]-5-methyl-1,2,3-triazol-1-yl)piperidine-1-carboxylate